C(#N)C(C(=O)N(C)C=1C=C(C=CC1)C[C@@H](C(=O)N[C@@H](CC1=CC=CC=C1)B(O)O)NC(C1=C(C=CC(=C1)Cl)Cl)=O)=CC(C)C ((R)-1-((S)-3-(3-(2-cyano-N,4-dimethylpent-2-enamido)phenyl)-2-(2,5-dichlorobenzoylamino)propionylamino)-2-phenylethyl)boronic acid